(S)-3-(cyclopropylmethylamino)-1-(4-((5R,7S)-7-hydroxy-5-methyl-6,7-dihydro-5H-cyclopenta[d]pyrimidin-4-yl)piperazin-1-yl)-2-(4-(trifluoromethyl)phenyl)propan-1-one C1(CC1)CNC[C@@H](C(=O)N1CCN(CC1)C=1C2=C(N=CN1)[C@H](C[C@H]2C)O)C2=CC=C(C=C2)C(F)(F)F